2-[6-cyano-5-(aminopropylamino)-pyridin-3-yl]amino-6-oxo-(5H)-pyrido[3,2-d]pyrimidine hydrochloride Cl.C(#N)C1=C(C=C(C=N1)NC=1N=CC2=C(N1)C=CC(N2)=O)NCCCN